NN1C(=NN=C1CCC=1C=NC=CC1)SCC(=O)NC=1SC=CN1 2-((4-Amino-5-(2-(pyridine-3-yl)ethyl)-4H-1,2,4-triazole-3-yl)thio)-N-(thiazole-2-yl)acetamid